5-(5-(2-chloro-4-methylphenyl)-1-propionyl-4,5-dihydro-1H-pyrazol-3-yl)-4-methylthieno[2,3-b]pyridin-6(7H)-one ClC1=C(C=CC(=C1)C)C1CC(=NN1C(CC)=O)C1=C(C2=C(NC1=O)SC=C2)C